(4-chloro-3-fluoro-2-((1-methyl-1H-pyrazol-5-yl)amino)phenyl)cyclopropane-1-carbonitrile ClC1=C(C(=C(C=C1)C1(CC1)C#N)NC1=CC=NN1C)F